9-oxooctahydro-2H-pyrazino[1,2-a]pyrazin O=C1NCCN2C1CNCC2